NC1=NC2=CC=C(C=C2C(=N1)N)CNC1=CC=C(C(=O)N[C@@H](CC(=O)O)C(=O)O)C=C1 N-[p-[[(2,4-Diamino-6-quinazolinyl)methyl]amino]benzoyl]-L-aspartic acid